2-fluoro-6-propylphenyl-naphthalene 2-(3-chlorophenyl)-2-methylpropyl-((S)-4-methyl-1-oxo-1-(((S)-1-oxo-3-((S)-2-oxopyrrolidin-3-yl)propan-2-yl)amino)pentan-2-yl)carbamate ClC=1C=C(C=CC1)C(CN(C(O)=O)[C@H](C(N[C@H](C=O)C[C@H]1C(NCC1)=O)=O)CC(C)C)(C)C.FC1=C(C(=CC=C1)CCC)C1=CC=CC2=CC=CC=C12